CN1CC(CC1)C1=NC2=C(N1C(=O)NCCCC1=CC=CC=C1)C=CC=C2 (1-Methylpyrrolidin-3-yl)-N-(3-phenylpropyl)-1H-benzo[d]imidazole-1-carboxamide